The molecule is an organic thiophosphate, an organothiophosphate insecticide, an organochlorine insecticide and an organochlorine acaricide. It has a role as an EC 3.1.1.7 (acetylcholinesterase) inhibitor and an agrochemical. It derives from an oxazolo[4,5-b]pyridin-2(3H)-one. COP(=O)(OC)SCN1C2=C(C=C(C=N2)Cl)OC1=O